O1C(CCCC1)N1N=CC(=C1)C1=CC=C(C2=C1N=CS2)C2=CC=C(N=N2)NC2CC1CCC(C2)N1C(=O)OC(C)(C)C tert-butyl (exo)-3-[(6-[4-[1-(oxan-2-yl)pyrazol-4-yl]-1,3-benzothiazol-7-yl] pyridazin-3-yl)amino]-8-azabicyclo[3.2.1]octane-8-carboxylate